(S)-N-(2-chloro-6-fluorophenyl)-4-(5-ethyl-4-(hydroxymethyl)thiazol-2-yl)-5-fluoro-2-((1,1,1-trifluoropropan-2-yl)oxy)benzamide ClC1=C(C(=CC=C1)F)NC(C1=C(C=C(C(=C1)F)C=1SC(=C(N1)CO)CC)O[C@H](C(F)(F)F)C)=O